FC(C=1C=C(C=O)C=CC1)(C1=C(C=CC=C1)C)F 3-(difluoro(o-tolyl)methyl)benzaldehyde